C(C)(C)(C)OC(=O)N1CCC(CC1)C1=CC(=C(C=C1)N)N 4-(3,4-diaminophenyl)piperidine-1-carboxylic acid tert-butyl ester